COC1=CC=C(C=C1)CN1N=CC(=C1)N1C[C@@H](CCC1)N (3R)-1-[1-[(4-methoxyphenyl)methyl]pyrazol-4-yl]piperidin-3-amine